5-Methyl-8-((3R,4S)-3-methyl-4-((5-(trifluoromethyl)pyridin-2-yl)oxy)piperidin-1-yl)-6-oxo-5,6-dihydro-1,5-naphthyridin-2-carbonitril CN1C=2C=CC(=NC2C(=CC1=O)N1C[C@H]([C@H](CC1)OC1=NC=C(C=C1)C(F)(F)F)C)C#N